C(C)(=O)[O-].[V+5].C(C)(=O)[O-].C(C)(=O)[O-].C(C)(=O)[O-].C(C)(=O)[O-] Vanadium acetat